C1(CCCCC1)CNC(OC1=CC(=CC=C1)C1=NC(=CN=C1)C=1OC=NN1)=O 3-(6-(1,3,4-oxadiazol-2-yl)pyrazin-2-yl)phenyl (cyclohexylmethyl)carbamate